2-chloro-4-(3-methyl-8-(4-(3-(piperazin-1-yl)azetidine-1-carbonyl)phenyl)-2,8-diazaspiro[4.5]Decan-2-yl)benzonitrile ClC1=C(C#N)C=CC(=C1)N1CC2(CC1C)CCN(CC2)C2=CC=C(C=C2)C(=O)N2CC(C2)N2CCNCC2